C(CCCC)(=O)OC(C)COC(C)COC(CCCC)=O dipropylene glycol dipentanate